CN(C)C(N(C)C)[SiH2]C=C di(dimethylamino)methyl-vinylsilane